2-isopentyl-5,6-dimethoxy-3-methylcyclohexa-2,5-diene-1,4-dione C(CC(C)C)C=1C(C(=C(C(C1C)=O)OC)OC)=O